((1R,2R)-2-(hydroxymethyl)cyclopentyl)carbamic acid tert-butyl ester C(C)(C)(C)OC(N[C@H]1[C@@H](CCC1)CO)=O